C12C(OC3CC(CC(C1)C3)C2)=O 3-oxatricyclo[4.3.1.14,8]Undecane-2-one